CS(=O)(C)=NC=1C=CC(=C(C1)C=1C2=C(C(N(C1)C)=O)NC=C2)OCC2COCC2 4-{5-{[dimethyl(oxo)-λ6-sulfanylidene]amino}-2-[(tetrahydrofuran-3-yl)methoxy]phenyl}-6-methyl-1,6-dihydro-7H-pyrrolo[2,3-c]pyridin-7-one